ONC1=CC(=CC(=C1)F)F oxyl-3,5-difluoroaniline